2-methyl-N-(4-{[2-(trifluoromethyl)imidazo[1,2-a]pyridin-5-yl]amino}cyclohexyl)pyrazolo[1,5-a]pyrimidine-6-carboxamide CC1=NN2C(N=CC(=C2)C(=O)NC2CCC(CC2)NC2=CC=CC=3N2C=C(N3)C(F)(F)F)=C1